NC=1C=C2CCCC(C2=CC1)N 6-amino-1,2,3,4-tetrahydronaphthylamine